COC1=C(C(=CC=C1)OC)C(C)C 1,3-dimethoxy-2-isopropyl-benzene